C(C)(C)N(C(C)C)CC1=CC=C(O1)C(=O)O 5-((diisopropylamino)methyl)furan-2-carboxylic acid